Calcium Propylene Glycol Monostearate C(CCCCCCCCCCCCCCCCC)(=O)[O-].C(C(C)O)O.[Ca+]